4-(5-chloropyrimidin-2-yl)-1-(4-(3-oxoisobenzofuran-1(3H)-ylidene)butyl)piperazin-2-one ClC=1C=NC(=NC1)N1CC(N(CC1)CCCC=C1OC(C2=CC=CC=C12)=O)=O